methyl 3-(9-((4-(aminomethyl)-2-(heptyloxy)phenyl)carbamoyl)-4,5-dihydrobenzo[b]thieno[2,3-d]oxepin-8-yl)-6-(propylcarbamoyl)picolinate NCC1=CC(=C(C=C1)NC(=O)C1=CC2=C(OCCC3=C2SC=C3)C=C1C=1C(=NC(=CC1)C(NCCC)=O)C(=O)OC)OCCCCCCC